pyrazolo[4,3-e][1,2,4]-triazolo[1,5-c]pyrimidin-5-amine N1=CNN2C(=NC=3C(=C21)C=NN3)N